FC(C(=O)O)(F)F.NCCN(C1=C(C=C(C=C1)NC=1C=C(C=2N(N1)C(=CN2)C#N)NC2CC2)CS(=O)(=O)C)C 6-((4-((2-aminoethyl)(methyl)amino)-3-((methylsulfonyl)methyl)phenyl)amino)-8-(cyclopropylamino)imidazo[1,2-b]pyridazine-3-carbonitrile monotrifluoroacetic acid salt